FC1=C(C=C(C=C1)O)C(=O)N1CC2(C1)CC(C2)C2=CC(=NN2C2=C(C=C(C=C2)F)C)C (2-fluoro-5-hydroxyphenyl)(6-[1-(5-fluoro-2-tolyl)-3-methyl-5-pyrazolyl]-2-aza-2-spiro[3.3]heptyl)methanone